C1(CC1)C1=NC=NC(=C1C=1N=C(C2=C(N1)CCNC2=O)OCC2=CC=C(C=C2)C=2N(C=C(N2)C(F)(F)F)C(C)C)OC 2-(4-cyclopropyl-6-methoxypyrimidin-5-yl)-4-((4-(1-isopropyl-4-(trifluoromethyl)-1H-imidazol-2-yl)benzyl)oxy)-7,8-dihydropyrido[4,3-d]pyrimidin-5(6H)-one